(((4-Nitrophenoxy)phosphoryl)bis(azanediyl))bis(ethane-2,1-diyl) bis(2,2-dimethylpropanoate) CC(C(=O)OCCNP(=O)(OC1=CC=C(C=C1)[N+](=O)[O-])NCCOC(C(C)(C)C)=O)(C)C